3-bromo-4-methyl-thiophene BrC1=CSC=C1C